(2S,4R)-1-(2-(3-acetyl-5-(2-cyclopropylpyrazolo[1,5-a]pyrimidin-6-yl)-1H-indazol-1-yl)acetyl)-N-(6-bromopyrazin-2-yl)-4-fluoropyrrolidine-2-carboxamide C(C)(=O)C1=NN(C2=CC=C(C=C12)C=1C=NC=2N(C1)N=C(C2)C2CC2)CC(=O)N2[C@@H](C[C@H](C2)F)C(=O)NC2=NC(=CN=C2)Br